(E)-4-bromo-2-hydroxy-6-((1-hydroxy-2-meth-ylpropylimino)methyl)-phenyl isobutyrate C(C(C)C)(=O)OC1=C(C=C(C=C1/C=N/C(C(C)C)O)Br)O